N-(1-(but-2-yn-1-yl)-7-cyclopropyl-1H-indazol-3-yl)-4-fluorobenzamide C(C#CC)N1N=C(C2=CC=CC(=C12)C1CC1)NC(C1=CC=C(C=C1)F)=O